NCCC[Si](O[Si](CCCN)(C)C)(C)C 1,3-bis(aminopropyl)-tetramethyldisiloxane